C(C)(C)(C)OC(C(C(C=C)C)NC(C(F)(F)F)=O)=O 3-methyl-2-(2,2,2-trifluoroacetylamino)pent-4-enoic acid tert-butyl ester